(4-{[2-(4-chlorophenyl)imidazo[1,2-a]pyridin-3-yl]methyl}piperazin-1-yl)(5-fluoro-2-methoxyphenyl)methanone ClC1=CC=C(C=C1)C=1N=C2N(C=CC=C2)C1CN1CCN(CC1)C(=O)C1=C(C=CC(=C1)F)OC